(5aR,5bS,7aS,8S,10aS,10bR)-2-(allylamino)-5a,7a-dimethyl-5,5a,5b,6,7,7a,8,9,10,10a,10b,11-dodecahydro-4H-cyclopenta[7,8]phenanthro[2,1-d]thiazol-8-yl acetate C(C)(=O)O[C@H]1CC[C@@H]2[C@@]1(CC[C@@H]1[C@]3(CCC=4N=C(SC4C3=CC[C@@H]21)NCC=C)C)C